2-(2,8-Dimethylimidazo[1,2-b]pyridazin-6-yl)-7-((3R,5S)-3,5-dimethylpiperazin-1-yl)-9-methyl-4H-pyrido[1,2-a]pyrimidin-4-on CC=1N=C2N(N=C(C=C2C)C=2N=C3N(C(C2)=O)C=C(C=C3C)N3C[C@H](N[C@H](C3)C)C)C1